C(C1=CC=CC=C1)O[C@H](C(=O)N1CCCC1)C (S)-2-(benzyloxy)-1-(pyrrolidin-1-yl)propan-1-one